4-((2-methoxy-5-chlorobenzyl)amino)-2-((1-(2-hydroxyethyl)-1H-pyrazol-4-yl)amino)pyrimidin-5-carboxamide COC1=C(CNC2=NC(=NC=C2C(=O)N)NC=2C=NN(C2)CCO)C=C(C=C1)Cl